C1(CC1)C=1N=CC=2C=C3C(=C(C2C1)S(=O)(=O)NCC(C)C)CCC3O 3-cyclopropyl-8-hydroxy-N-(2-methylpropyl)-7,8-dihydro-6H-cyclopenta[g]isoquinoline-5-sulfonamide